(iodomethyl)-quinoline ICC1=NC2=CC=CC=C2C=C1